The molecule is an iminium salt composed of 4-([4-(dimethylamino)phenyl]{4-[methyl(phenyl)amino]naphthalen-1-yl}methylidene)-N,N-dimethylcyclohexa-2,5-dien-1-iminium and chloride ions in a 1:1 ratio. It binds to nucleic acids and can be used in standardised staining techniques suitable for automated cell-pattern recognition. It has a role as a histological dye and a fluorochrome. It is an organic chloride salt and an iminium salt. It contains a victoria blue 4R(1+). CN(C)C1=CC=C(C=C1)C(=C2C=CC(=[N+](C)C3=CC=CC=C3)C4=CC=CC=C24)C5=CC=C(C=C5)N(C)C.[Cl-]